5-chloro-2,3-bis(4-fluorophenyl)quinoxaline ClC1=C2N=C(C(=NC2=CC=C1)C1=CC=C(C=C1)F)C1=CC=C(C=C1)F